isobutyl (methyl) ketone CC(=O)CC(C)C